4-(2-oxopiperidin-1-yl)phenyl-5,6-dihydropyridin-2(1H)-one O=C1N(CCCC1)C1=CC=C(C=C1)N1C(C=CCC1)=O